β-D-ribofuranuronic acid ethyl ester C(C)OC([C@@H]1[C@H]([C@H]([C@H](O)O1)O)O)=O